bis(hexamethylenetriaminepenta(methylenephosphonic acid)) C(CCCN(CP(=O)(O)O)CP(=O)(O)O)CCN(CCCCCCN(CP(=O)(O)O)CP(=O)(O)O)CP(=O)(O)O